ClC=1C=C(C=C(C1)CNCCCCOCCNC1=C2C=NNC2=CC(=C1)C1=CN=NC=C1)CC#N 2-(3-chloro-5-(((4-(2-((6-(pyridazin-4-yl)-1H-indazol-4-yl)amino)ethoxy)butyl)amino)methyl)phenyl)acetonitrile